3-(3,4-dihydroxyphenyl)-5,7-dihydroxy-8-(3-methylbut-2-enyl)chromone OC=1C=C(C=CC1O)C1=COC2=C(C(=CC(=C2C1=O)O)O)CC=C(C)C